1-Methyl-2-oxo-4-{2-[4-(trifluoromethoxy)phenyl]-2,8-diazaspiro[4.5]dec-8-yl}-1,2-dihydroquinoline-3-carboxamide CN1C(C(=C(C2=CC=CC=C12)N1CCC2(CCN(C2)C2=CC=C(C=C2)OC(F)(F)F)CC1)C(=O)N)=O